5'-(Benzylamino)-[3,3'-bipyridin]-6(1H)-one C(C1=CC=CC=C1)NC=1C=C(C=NC1)C1=CNC(C=C1)=O